C1=C(C=CC2=CC=CC=C12)C1=NC(=NC(=N1)C1=CC2=CC=CC=C2C=C1)C1=CC=C(C=C1)C=1C=CC=C2C=CC=NC12 8-(4-(4,6-di(naphthalen-2-yl)-1,3,5-triazin-2-yl)phenyl)quinoline